OCCOCCOC(CC1=CC=CC=C1)=O phenyl-acetic acid-2-[2-hydroxy-ethoxy]-ethyl ester